ClC1=C(C(=O)NC2=NC=NN2C)C=CC(=C1C(=O)N(C)OC)S(=O)(=O)C 2-Chloro-N3-methoxy-N3-methyl-4-(methylsulfonyl)-N1-(1-methyl-1H-1,2,4-triazol-5-yl)isophthalamid